(S)-1-[2-(Benzo[d]isoxazol-3-yl)-5-bromophenyl]-2-(pyridine-2-yl)ethan-1-amine O1N=C(C2=C1C=CC=C2)C2=C(C=C(C=C2)Br)[C@H](CC2=NC=CC=C2)N